C1(CC1)C=1N2C=3SC=4CC(CC4C3C(=NCC2=NN1)C1=C(C=CC=C1F)F)C=O 3-cyclopropyl-9-(2,6-difluorophenyl)-16-thia-2,4,5,8-tetraazatetracyclo[8.6.0.02,6.011,15]Hexadeca-1(10),3,5,8,11(15)-pentaene-13-carbaldehyde